4-[[(2R,3R,4S,5R)-3-(3,4-difluoro-2-methoxy-phenyl)-4,5-dimethyl-5-(trifluoromethyl)tetrahydrofuran-2-carbonyl]amino]pyridine-2-carboxamide ruthenium [Ru].FC=1C(=C(C=CC1F)[C@@H]1[C@@H](O[C@]([C@H]1C)(C(F)(F)F)C)C(=O)NC1=CC(=NC=C1)C(=O)N)OC